4-[(3S)-3-amino-3-methylpyrrolidin-1-yl]-N-[(1S)-1-cyclopropylethyl]-5-(2,2-difluoro-2H-1,3-benzodioxol-4-yl)pyridine-3-carboxamide N[C@@]1(CN(CC1)C1=C(C=NC=C1C1=CC=CC=2OC(OC21)(F)F)C(=O)N[C@@H](C)C2CC2)C